6-chloro-7-(2-fluoro-6-hydroxyphenyl)-4-((2S)-2-methyl-4-(2-propenoyl)-1-piperazinyl)-1-(3-(2-propanyl)-2-pyrazinyl)pyrido[2,3-d]pyrimidin-2(1H)-one ClC1=CC2=C(N(C(N=C2N2[C@H](CN(CC2)C(C=C)=O)C)=O)C2=NC=CN=C2C(C)C)N=C1C1=C(C=CC=C1O)F